tert-Butyl (S)-3-(4-(tert-butoxy)phenyl)-2-aminopropionate C(C)(C)(C)OC1=CC=C(C=C1)C[C@@H](C(=O)OC(C)(C)C)N